5-(1-(4-((1H-pyrazol-1-yl)methyl)phenyl)ethoxy)-3-chloropyridazine N1(N=CC=C1)CC1=CC=C(C=C1)C(C)OC=1C=C(N=NC1)Cl